2,2'-azobis-(2-methylpropane) N(=NC(C)(C)C)C(C)(C)C